3-(3-oxabicyclo[3.1.0]hexan-6-yl)-6-(2-fluorobenzyl)-7-vinyl-3,6-dihydro-4H-pyrazolo[4,3-d][1,2,3]triazin-4-one C12COCC2C1N1N=NC=2C(C1=O)=NN(C2C=C)CC2=C(C=CC=C2)F